C(C)(C)N(P(N(C(C)C)C(C)C)OCCCC1=C(C=CC=C1)F)C(C)C N,N,N',N'-tetraisopropyl-1-(3-(2-fluorophenyl)propyloxy)phosphanediamine